(4S)-5,5-difluoro-1-(oxan-2-yl)-3-(trifluoromethyl)-6,7-dihydro-4H-indazol-4-ol FC1([C@H](C=2C(=NN(C2CC1)C1OCCCC1)C(F)(F)F)O)F